5-chloro-N-((1r,4r)-4-((3-(2-cyano-4-formylphenyl)-2-oxo-2,3-dihydro-1H-benzo[d]imidazol-1-yl)methyl)cyclohexyl)-2-methylnicotinamide ClC=1C=NC(=C(C(=O)NC2CCC(CC2)CN2C(N(C3=C2C=CC=C3)C3=C(C=C(C=C3)C=O)C#N)=O)C1)C